N-(3,5-dichloro-4-((3-methyl-2-oxo-1-((2-(trimethylsilyl)ethoxy)methyl)-2,3-dihydro-1H-benzo[d]imidazol-5-yl)oxy)phenyl)-5-oxo-4,5-dihydro-1,2,4-oxadiazole-3-carboxamide ClC=1C=C(C=C(C1OC1=CC2=C(N(C(N2C)=O)COCC[Si](C)(C)C)C=C1)Cl)NC(=O)C1=NOC(N1)=O